Tert-butyl (S)-2-(4-(2-ethyl-2-hydroxybutyl)piperazin-1-carbonyl)pyrrolidin-1-carboxylate C(C)C(CN1CCN(CC1)C(=O)[C@H]1N(CCC1)C(=O)OC(C)(C)C)(CC)O